2-methyl-3,3-diphenylpropionitrile CC(C#N)C(C1=CC=CC=C1)C1=CC=CC=C1